N4-(4-(1H-indol-3-yl)-7H-pyrrolo[2,3-d]pyrimidin-2-yl)-N1-(2-(dimethylamino)ethyl)-N-methyl-2-nitrobenzene-1,4-diamine N1C=C(C2=CC=CC=C12)C=1C2=C(N=C(N1)NC1=CC(=C(C=C1)N(C)CCN(C)C)[N+](=O)[O-])NC=C2